COC=1C=CC(=NC1)COC=1C=C2C(=NC1)OC(=N2)C=2C=NC=CC2 3-{6-[(5-methoxypyridin-2-yl)methoxy]-[1,3]oxazolo[5,4-b]pyridin-2-yl}pyridine